tert-butyl ((S)-2-((5-(3,5-dimethylisothiazol-4-yl)pyridin-2-yl)amino)-1-((1r,4S)-4-methylcyclohexyl)-2-oxoethyl)carbamate CC1=NSC(=C1C=1C=CC(=NC1)NC([C@H](C1CCC(CC1)C)NC(OC(C)(C)C)=O)=O)C